C1(=CC=CC=C1)NN=C(CCC(O)(O)O)C1=CC=CC=C1 trihydroxybutyrophenone phenylhydrazone